BrCCC1=CC=C(C=C1)CC 1-(2-bromoethyl)-4-ethylbenzene